OC(C)(C)C=1N=C(NC1)CCC 4-(1-hydroxy-1-methylethyl)-2-propyl-1H-imidazole